N3-((4,6-dimethyl-2-oxo-1,2-dihydropyridin-3-yl)methyl)-N3'-(1H-pyrazolo[3,4-d]pyrimidin-4-yl)-[1,1'-biphenyl]-3,3'-dicarboxamide CC1=C(C(NC(=C1)C)=O)CNC(=O)C=1C=C(C=CC1)C1=CC(=CC=C1)C(=O)NC1=C2C(=NC=N1)NN=C2